CC(C(=O)NOC1OCCCC1)(CCN1C(C=C(C=C1)C1=CC=C(C=C1)C=1N=NN(C1)CC1=CC=C(C=C1)[N+](=O)[O-])=O)S(=O)(=O)C 2-methyl-2-(methylsulfonyl)-4-(4-(4-(1-(4-nitrobenzyl)-1H-1,2,3-triazol-4-yl)phenyl)-2-oxopyridin-1(2H)-yl)-N-((tetrahydro-2H-pyran-2-yl)oxy)butanamide